CN([C@@H]1C[C@H](C1)OC=1C=C(C(=O)N[C@H](C)C=2C=NC(=NC2)C(F)(F)F)C=C(C1)C=1SC(=CN1)C)C 3-{[trans-3-(dimethylamino)cyclobutyl]oxy}-5-(5-methyl-1,3-thiazol-2-yl)-N-{(1R)-1-[2-(trifluoromethyl)pyrimidin-5-yl]ethyl}benzamide